methyl trans-4-[(5-fluoro indazol-2-yl)methyl]cyclohexanecarboxylate FC1=CC2=CN(N=C2C=C1)C[C@@H]1CC[C@H](CC1)C(=O)OC